[S-2].[Ti+4].[S-2] titanium-sulfide